NC[C@@]1(C[C@H](OC1)C(=O)N1[C@H](C2=CC=CC=C2CC1)C1=CC=C(C=C1)F)O ((2S,4r)-4-(aminomethyl)-4-hydroxytetrahydrofuran-2-yl)((S)-1-(4-fluorophenyl)-3,4-dihydroisoquinolin-2(1H)-yl)methanone